5-methyl-5-azacytidine CN1C(=NC(N([C@H]2[C@H](O)[C@H](O)[C@@H](CO)O2)C1)=O)N